COC(=O)C=1C=C(C=CC1)C1=CC(=C2C=CC3=C(C=C(C4=CC=C1C2=C34)C3=CC(=CC=C3)C(=O)OC)C3=CC(=CC=C3)C(=O)OC)C3=CC(=CC=C3)C(=O)OC 1,3,6,8-tetrakis(3-methoxycarbonylphenyl)pyrene